(1S,3R)-3-(3-{[(1-methyl-1H-pyrazol-4-yl)acetyl] amino}-1H-pyrazol-5-yl)cyclopentyl propan-2-ylcarbamate CC(C)NC(O[C@@H]1C[C@@H](CC1)C1=CC(=NN1)NC(CC=1C=NN(C1)C)=O)=O